CC1(CN(C[C@H](O1)C(=O)N1CCN(CC1)C1=NC=C(C=N1)C(F)(F)F)C(=O)OC(C)(C)C)C tert-butyl (6S)-2,2-dimethyl-6-[4-[5-(trifluoromethyl)pyrimidin-2-yl]piperazine-1-carbonyl]morpholine-4-carboxylate